3,3-dimethyl-4-(4-(trifluoromethyl)styryl)pyrrolidine 2,2,2-trifluoroacetate FC(C(=O)O)(F)F.CC1(CNCC1C=CC1=CC=C(C=C1)C(F)(F)F)C